piperidin-4-yl-(2-azaspiro[3.3]heptan-2-yl)methanone hydrochloride Cl.N1CCC(CC1)C(=O)N1CC2(C1)CCC2